1-benzyl-3-[5-(benzyloxy)pyrimidin-2-yl]imidazolidine-2,4-dione C(C1=CC=CC=C1)N1C(N(C(C1)=O)C1=NC=C(C=N1)OCC1=CC=CC=C1)=O